NC1=CC=C(C(=N1)COCC=1C=C(C(=C(C1)NC1=CC(=NC=C1C(=O)NC([2H])([2H])[2H])Cl)OC)C1=NN(C=N1)C)C 4-((5-(((6-Amino-3-methylpyridin-2-yl)methoxy)methyl)-2-methoxy-3-(1-methyl-1H-1,2,4-triazol-3-yl)phenyl)amino)-6-chloro-N-(methyl-d3)nicotinamide